diamyl-methane C(CCCC)CCCCCC